NC(C(=O)O)(CCCCB(O)O)C1CCN(CC1)CC1=C(C=CC=C1)C1=CC=CC=C1 2-amino-2-(1-(biphenyl-2-ylmethyl)piperidin-4-yl)-6-boronohexanoic acid